3-[3-Methyl-5-[2-[methyl(4-piperidylmethyl)amino]ethyl]-2-oxo-benzimidazol-1-yl]piperidine-2,6-dione CN1C(N(C2=C1C=C(C=C2)CCN(CC2CCNCC2)C)C2C(NC(CC2)=O)=O)=O